2-(3-((R)-((1r,3R)-3-ethoxycyclobutyl)(4-methyl-4H-1,2,4-triazol-3-yl)methyl)phenyl)-6-(((1-methylcyclobutyl)amino)methyl)-4-(trifluoromethyl)isoindolin-1-one C(C)OC1CC(C1)[C@H](C=1C=C(C=CC1)N1C(C2=CC(=CC(=C2C1)C(F)(F)F)CNC1(CCC1)C)=O)C1=NN=CN1C